BrC=1C(=C(C=CC1F)NC([C@H](CC(C)(C)C)NC([O-])=O)=O)C(NC1=CC=CC=C1)=O (S)-(1-((3-bromo-4-fluoro-2-(phenylcarbamoyl)phenyl)amino)-tert-butyl 1-oxopropan-2-yl)carbamate